BrC=1C=C2C(=NC(=NC2=CC1Cl)Cl)N1C[C@H](N(C[C@@H]1C)C(=O)OC(C)(C)C)C tert-butyl (2R,5S)-4-(6-bromo-2,7-dichloroquinazolin-4-yl)-2,5-dimethylpiperazine-1-carboxylate